COC1=C(C=C(C=C1)S(=O)(=O)Cl)C 4-methoxy-3-methylbenzene-1-sulfonyl chloride